2-chloro-4-[2-(2-fluoro-4-nitrophenoxy)phenyl]pyrimidine ClC1=NC=CC(=N1)C1=C(C=CC=C1)OC1=C(C=C(C=C1)[N+](=O)[O-])F